5-amino-6-methyl-N-(5,6,7,8-tetrahydroquinoxalin-5-yl)-N-((5-(trifluoromethyl)pyridin-2-yl)methyl)-1H-pyrrolo[3,2-b]pyridine-2-carboxamide NC1=C(C=C2C(=N1)C=C(N2)C(=O)N(CC2=NC=C(C=C2)C(F)(F)F)C2C=1N=CC=NC1CCC2)C